CN1[C@H]([C@@H]1C1=CC=CC=C1)C trans-1,2-dimethyl-3-phenylaziridine